COC=1C=C(C=CC1OC1=NC=CC=C1)C=1C=C2C=NC=NC2=C(C1)C1CN(CC1)C(C=C)=O 1-(3-(6-(3-methoxy-4-(pyridin-2-yloxy)phenyl)quinazolin-8-yl)pyrrolidin-1-yl)prop-2-en-1-one